FC1=CC2=C(CN(CCC2)C2=CC(=C(C(=C2)C)C(C(=O)N)C(C)(C)C)C)C=C1F (4-(7,8-difluoro-1,3,4,5-tetrahydro-2H-benzo[c]azepin-2-yl)-2,6-dimethylphenyl)-3,3-dimethylbutyramide